Methyl 2,2-bis(4-chlorophenyl)-6-cyanohexanoate ClC1=CC=C(C=C1)C(C(=O)OC)(CCCCC#N)C1=CC=C(C=C1)Cl